(2-((1,2-Dimethylhydrazino)methyl)-1H-indol-1-yl)-2,3-dimethyl-4,7,10,13-tetraoxo-3,6,9,12-tetraazapentadecan-1-oic acid CN(NC)CC=1N(C2=CC=CC=C2C1)C(C(=O)O)(N(C(CNC(CNC(CNC(CC)=O)=O)=O)=O)C)C